C(C)(=O)[C@@H]1C([C@@H](C1)CC(=O)ON=CC=CC1=CC=C(C=C1)Cl)(C)C 3-(4-chlorophenyl)acrolein O-(2-((1S,3S)-3-acetyl-2,2-dimethylcyclobutyl)acetyl) oxime